3-[1-[[3,5-bis(trifluoromethyl)benzoyl]amino]ethyl]-N-butyl-pyrazine-2-carboxamide FC(C=1C=C(C(=O)NC(C)C=2C(=NC=CN2)C(=O)NCCCC)C=C(C1)C(F)(F)F)(F)F